Silicon-Manganese [Mn].[Si]